NC1=C(C=2N=CC=NC2C=C1)C(=O)O 6-Aminoquinoxaline-5-carboxylic acid